(R)-3-((3-(ethoxymethyl)-3-(phenoxy-methyl)pyrrolidin-1-yl)methyl)pyridine HCl Cl.C(C)OC[C@@]1(CN(CC1)CC=1C=NC=CC1)COC1=CC=CC=C1